dimethyl-6-heptenoic acid ethyl ester C(C)OC(C(CCCC=C)(C)C)=O